(4-amino-7-chloro-3-methylimidazo[1,5-a]quinoxalin-8-yl)((4aS,10bS)-8-(trifluoromethyl)-2,3,4,4a,6,10b-hexahydro-1H-pyrano[3,2-b:5,4-b']dipyridin-1-yl)methanone NC=1C=2N(C3=CC(=C(C=C3N1)Cl)C(=O)N1[C@@H]3[C@H](CCC1)OCC1=NC(=CC=C13)C(F)(F)F)C=NC2C